BrC=1C=C2C=CN(C(C2=CC1F)=O)CCC[C@H](C(=O)OC)NC(=O)OC(C)(C)C Methyl (2R)-5-(6-bromo-7-fluoro-1-oxo-2-isoquinolyl)-2-(tert-butoxycarbonylamino)pentanoate